tert-butyl 4-[2-[2-(2,6-dioxo-3-piperidinyl)-1,3-dioxo-isoindol-4-yl]ethyl]piperidine-1-carboxylate O=C1NC(CCC1N1C(C2=CC=CC(=C2C1=O)CCC1CCN(CC1)C(=O)OC(C)(C)C)=O)=O